(1S,5R,6R)-3-ethylbicyclo[3.2.0]hept-3-en-6-ol C(C)C=1C[C@H]2C[C@H]([C@H]2C1)O